C(C)(C)(C)C1=CC=C(C(C=NC2C(CCCC2)N=CC=2C(O)=CC=C(C2)C(C)(C)C)=C1)O N,N'-bis(5-tert-butylsalicylidene)-1,2-cyclohexanediamine